4-methyl-1H-2(5H)pyrrolidone CC1C([CH-]NC1)=O